CC=1OC(=C(N1)C)C 2,4,5-trimethyloxazole